[N+](=O)([O-])C=1C=C(C=CC1)C=CC#N 3-(3-nitrophenyl)-acrylonitrile